1-(4-hydroxy-3-methoxyphenyl)-7-(4-oxoacetoacetoxy-3-methoxyphenyl)-1,6-heptadiene-3,5-dione OC1=C(C=C(C=C1)C=CC(CC(C=CC1=C(C(=CC=C1)OC)OC(CC(=O)C=O)=O)=O)=O)OC